thioureidonaphthalene N(C(=S)N)C1=CC=CC2=CC=CC=C12